C(#C)C=1N=C(SC1)C=O 4-ethynylthiazol-2-carbaldehyde